C1(CC1)C1=NOC(=N1)C12CCC(CC1)(CC2)CO (4-(3-cyclopropyl-1,2,4-oxadiazol-5-yl)bicyclo[2.2.2]oct-1-yl)methanol